4-bromo-1-(tetrahydro-2H-pyran-2-yl)-1H-pyrazole-3-carbonitrile BrC=1C(=NN(C1)C1OCCCC1)C#N